(4-methyl-6-oxo-8-(1-((2-(trimethylsilyl)ethoxy)methyl)-1H-pyrazol-4-yl)-4,6-dihydro-1H,3H-pyrano[4,3-b]thieno[3,2-d]pyran-4-yl)carbamic acid tert-butyl ester C(C)(C)(C)OC(NC1(COCC2=C1OC(C1=C2C=C(S1)C=1C=NN(C1)COCC[Si](C)(C)C)=O)C)=O